[[2-(4-methoxy-1H-indole-2-carbonyl)isoindoline-1-carbonyl]amino]-3-[(3S)-2-oxopyrrolidin-3-yl]propanoate COC1=C2C=C(NC2=CC=C1)C(=O)N1C(C2=CC=CC=C2C1)C(=O)NC(C(=O)[O-])C[C@H]1C(NCC1)=O